1-(7-chloro-3-(2,6-dichloro-3,5-dimethoxyphenyl)-2,6-naphthyridin-1-yl)-3-methylazetidin-3-carbonitrile ClC1=NC=C2C=C(N=C(C2=C1)N1CC(C1)(C#N)C)C1=C(C(=CC(=C1Cl)OC)OC)Cl